2-thia-eicosanyl-boric acid C(SCCCCCCCCCCCCCCCCCC)OB(O)O